(R)-6-methoxy-N-(pyrrolidin-3-yl)quinolin-5-amine hydrochloride Cl.COC1=C(C=2C=CC=NC2C=C1)N[C@H]1CNCC1